O[Co]O dihydroxycobalt